(E)-N-hydroxy-N'-(4-(2-methyl-4-nitrophenoxy)pyridin-2-yl)formamidine ON\C=N\C1=NC=CC(=C1)OC1=C(C=C(C=C1)[N+](=O)[O-])C